FC(C=1C=C(C(=O)N(C(C)C2=NC(=NN2C2=NC=CC=N2)C(=O)NC)C)C=C(C1)C(F)(F)F)(F)F 5-[1-[[3,5-bis(trifluoromethyl)benzoyl]-methyl-amino]ethyl]-N-methyl-1-pyrimidin-2-yl-1,2,4-triazole-3-carboxamide